N2,N4-bis(naphthalen-2-yl)-7,8-dihydro-5H-pyrano[4,3-d]pyrimidine-2,4-diamine C1=C(C=CC2=CC=CC=C12)NC=1N=C(C2=C(N1)CCOC2)NC2=CC1=CC=CC=C1C=C2